1-(4-(aminomethyl)-1-oxo-1,2-dihydro-phthalazin-6-yl)-N-(5,6,7,8-tetrahydroquinolin-8-yl)-N-((5-(trifluoromethyl)pyridin-2-yl)methyl)cyclobutane-1-carboxamide NCC1=NNC(C2=CC=C(C=C12)C1(CCC1)C(=O)N(CC1=NC=C(C=C1)C(F)(F)F)C1CCCC=2C=CC=NC12)=O